OC1CC(CC1)NC(OC(C)(C)C)=O tert-butyl (3-hydroxycyclopentyl)carbamate